8-Bromobenzofuro[3,2-d]pyrimidin-2,4-dicarbonitril BrC=1C=CC2=C(C1)C=1N=C(N=C(C1O2)C#N)C#N